(6-(azetidin-1-ylmethyl)-5-bromopyridin-2-yl)carbamic acid tert-butyl ester C(C)(C)(C)OC(NC1=NC(=C(C=C1)Br)CN1CCC1)=O